FC(C1=NC(=CC=C1N1CCN(CC1)CC=1C=CC=2C3=C(C(NC2C1F)=O)OC=C3)C(NC)=O)F 7-((4-(2-(difluoromethyl)-6-(methylcarbamoyl)pyridin-3-yl)piperazin-1-yl)methyl)-6-fluorofuro[2,3-c]quinolin-4(5H)-one